C(CCCCCCC)O[Mg]Cl octoxymagnesium chloride